C(CC)(=O)[O-].C(CC)(=O)[O-].C(CCCCCCCCCCC)(=O)NCCNC(CCCCCCCCCCC)=O.[Na+].[Na+] sodium N,N'-dilauroyl ethylenediamine dipropionate